ClC=1C(=C2C=NNC2=CC1C)C=1C(=NN(C1C)C1CC2(CN(C2)C(C=C)=O)C1)C1=CC2=C(N(C=N2)C)C=C1 1-(6-(4-(5-Chloro-6-methyl-1H-indazol-4-yl)-5-methyl-3-(1-methyl-1H-benzo[d]imidazol-5-yl)-1H-pyrazol-1-yl)-2-azaspiro[3.3]heptan-2-yl)prop-2-en-1-on